(3S,8S,9S,10R,13R,14S,17R)-3-(ethoxymethoxy)-10,13-dimethyl-2,3,4,7,8,9,10,11,12,13,14,15,16,17-tetradecahydro-1H-cyclopenta[a]phenanthrene C(C)OCO[C@H]1CC[C@@]2([C@H]3CC[C@]4(CCC[C@H]4[C@@H]3CC=C2C1)C)C